C(C)(C)(C)OC(=O)NC1=C(C=CC=C1Cl)N(C(=O)[C@H]1NC(C[C@@H]1CS(=O)(=O)[O-])=O)C ((2S,3S)-2-((2-((tert-butoxycarbonyl)amino)-3-chlorophenyl)(methyl)carbamoyl)-5-oxopyrrolidin-3-yl)methanesulfonate